C1(CC1)C1=NN(C=C1C1=NC2=CC=C(C=C2N=C1)NC1COC1)[C@H]1C[C@H](C1)CCCNC=1C=C2C(N(C(C2=CC1)=O)C1C(NC(CC1)=O)=O)=O 5-((3-(cis-3-(3-cyclopropyl-4-(6-(oxetan-3-ylamino)quinoxalin-2-yl)-1H-pyrazol-1-yl)cyclobutyl)propyl)amino)-2-(2,6-dioxopiperidin-3-yl)isoindoline-1,3-dione